tert-Butyl 2,2-dimethyl-5-[3-[(6-sulfamoyl-2-pyridyl)oxy]propyl]pyrrolidine-1-carboxylate CC1(N(C(CC1)CCCOC1=NC(=CC=C1)S(N)(=O)=O)C(=O)OC(C)(C)C)C